2-cyano-3-(3,4-dimethoxy-5-nitrophenyl)-3-oxo-N-(thiazol-2-yl)propionamide sodium [Na].C(#N)C(C(=O)NC=1SC=CN1)C(=O)C1=CC(=C(C(=C1)[N+](=O)[O-])OC)OC